2-(4-(6-nitropyridin-3-yl)morpholin-2-yl)propan-2-ol Zinc-Zinc Glycinate NCC(=O)[O-].[Zn+2].[Zn+2].[N+](=O)([O-])C1=CC=C(C=N1)N1CC(OCC1)C(C)(C)O.NCC(=O)[O-].NCC(=O)[O-].NCC(=O)[O-]